(triethoxysilylpropyl)-(triethoxysilyloctyl)amine C(C)O[Si](OCC)(OCC)CCCNCCCCCCCC[Si](OCC)(OCC)OCC